Methyl 2-((4-((R)-2-(4-chloro-2-(methoxy-d3)phenyl)-2H-chromen-8-yl-2-d)piperidine-1-yl)methyl)-3-(((S)-oxetan-2-yl)methyl)-3H-imidazo[4,5-b]pyridine-5-carboxylate ClC1=CC(=C(C=C1)[C@@]1(OC2=C(C=CC=C2C=C1)C1CCN(CC1)CC1=NC=2C(=NC(=CC2)C(=O)OC)N1C[C@H]1OCC1)[2H])OC([2H])([2H])[2H]